C(C1=CC=CC=C1)OC(NCCCNC1CCC(CC1)C(F)(F)C1=CC(=NC(=C1)Cl)Cl)=O.ClCC(=O)NC1=C(C(=O)N)C=C(C(=C1)OC)OC 2-(2-Chloroethaneamido)-4,5-dimethoxybenzamide benzyl-N-[3-[[4-[(2,6-dichloro-4-pyridyl)-difluoro-methyl]cyclohexyl]amino]propyl]carbamate